2-(1-Bromopropyl)-6-bromopyridine BrC(CC)C1=NC(=CC=C1)Br